COC1=C(CN2C(N3C(CC2)CCC(C3)C(=O)OC)=O)C=CC(=C1)OC methyl 2-(2,4-dimethoxybenzyl)-1-oxooctahydro-1H-pyrido[1,2-c]pyrimidine-7-carboxylate